5-ethynyluridine C(#C)C=1C(NC(N([C@H]2[C@H](O)[C@H](O)[C@@H](CO)O2)C1)=O)=O